O(C1=CC=CC=C1)C1=C(C=CC=C1)C1=CC(=NN1)C(=O)N1[C@@H]2CN([C@H](C1)C2)C#N (1S,4S)-5-(5-(2-Phenoxyphenyl)-1H-pyrazol-3-carbonyl)-2,5-diazabicyclo[2.2.1]heptan-2-carbonitril